C(#N)C[C@@H]1N(CCN(C1)C=1C2=C(N=C(N1)Cl)N=C(C=C2)Cl)C(=O)OC(C)(C)C tert-butyl (S)-2-(cyanomethyl)-4-(2,7-dichloropyridino[2,3-d]pyrimidin-4-yl)piperazine-1-carboxylate